tris[2,4-di-tert-butylphenyl]benzene C(C)(C)(C)C1=C(C=CC(=C1)C(C)(C)C)C=1C(=C(C=CC1)C1=C(C=C(C=C1)C(C)(C)C)C(C)(C)C)C1=C(C=C(C=C1)C(C)(C)C)C(C)(C)C